3-chloroadamantan ClC12CC3CC(CC(C1)C3)C2